C(C)(C)(C)OC(=O)N1[C@@H](CN([C@H](C1)C)C=1C2=C(N=CN1)NC=C2C2=CC=CC=C2)C (2R,5S)-2,5-dimethyl-4-(5-phenyl-7H-pyrrolo[2,3-d]pyrimidin-4-yl)piperazine-1-carboxylic acid tert-butyl ester